C(C1=CC=CC=C1)N1CC(CC1)NC(=S)NC1=CC(=CC=C1)Cl 1-(1-benzylpyrrolidine-3-yl)-3-(3-chlorophenyl)thiourea